C1(CC1)[C@H]([C@@](C(=O)O)(C)F)C1=CC(=CC=C1)C(=O)OC1=CC(=C(C=C1)C1=CC(=NC=C1F)OC)CN(C(C)C)C(C)C (2R,3S)-3-cyclopropyl-3-(3-((3-((diisopropylamino)methyl)-4-(5-fluoro-2-methoxypyridin-4-yl)phenoxy)carbonyl)phenyl)-2-fluoro-2-methylpropanoic acid